4-(((2R,5S)-3-(3-Methyl-4-nitrophenyl)-2-(trifluoromethyl)oxazolidin-5-yl)methoxy)benzonitril CC=1C=C(C=CC1[N+](=O)[O-])N1[C@H](O[C@@H](C1)COC1=CC=C(C#N)C=C1)C(F)(F)F